di-tert-butyl (((2-(((3,5-dichloropyridin-4-yl)methyl)thio)-6,7-dihydro-5H-cyclopenta[d]pyrimidin-4-yl)oxy)methyl) phosphate P(=O)(OC(C)(C)C)(OC(C)(C)C)OCOC=1C2=C(N=C(N1)SCC1=C(C=NC=C1Cl)Cl)CCC2